FC(C=1C=C(OCC2=C(C=C(C=C2)C2C=3C(NC(C2)=O)=NNC3)OC)C=C(C1)C(F)(F)F)F 4-(4-{[3-(Difluoromethyl)-5-(trifluoromethyl)phenoxy]methyl}-3-methoxyphenyl)-2H,4H,5H,6H,7H-pyrazolo[3,4-b]pyridin-6-on